N1=CC=C(C=C1)NC(=O)C1CNCCO1 N-(4-pyridyl)morpholine-2-carboxamide